C1(=CC=C2C=CC=3C(=CC=C4C=CC1=C2C34)N)N Pyrene-1,6-diamine